N-(bicyclo[1.1.1]pentan-1-yl)-2-(6-oxo-3-(2-(2,2,2-trifluoroethoxy)pyrimidin-5-yl)pyridazin-1(6H)-yl)acetamide C12(CC(C1)C2)NC(CN2N=C(C=CC2=O)C=2C=NC(=NC2)OCC(F)(F)F)=O